5-(1-(2,2-difluoroethyl)-2-methyl-1H-benzo[d]imidazol-6-yl)-6-fluoro-N-((3S,4R)-3-fluoro-1-(2-methoxyethyl)piperidin-4-yl)-4-methoxypyrrolo[2,1-f][1,2,4]triazin-2-amine FC(CN1C(=NC2=C1C=C(C=C2)C=2C(=CN1N=C(N=C(C12)OC)N[C@H]1[C@H](CN(CC1)CCOC)F)F)C)F